C[C@@H]1N(C2=CC=CC=C2[C@@H](C1)NC1CCC(CC1)=CC(=O)OCC)C(CC)=O |o1:1,9| ethyl 2-(4-(((2S*,4R*)-2-methyl-1-propionyl-1,2,3,4-tetrahydroquinolin-4-yl)amino)cyclohexylidene)acetate